(2,4-bis(trifluoromethyl)phenyl)-N-(4-fluorophenyl)-N-((5-(2-oxo-1,2-dihydropyridin-3-yl)-1,3,4-oxadiazol-2-yl)methyl)acetamide FC(C1=C(C=CC(=C1)C(F)(F)F)CC(=O)N(CC=1OC(=NN1)C=1C(NC=CC1)=O)C1=CC=C(C=C1)F)(F)F